N-(acetyl)-4-hydroxyproline C(C)(=O)N1[C@@H](CC(C1)O)C(=O)O